ClC1=C(CNC2=CC(=NN2)C2=C(C=CC=C2)NC(C=C)=O)C(=C(C=C1OC)OC)Cl N-(2-(5-(2,6-dichloro-3,5-dimethoxybenzylamino)-1H-pyrazol-3-yl)phenyl)acrylamide